(±)-N-(1-(3-chloro-5-methoxypyrazin-2-yl)pent-4-en-1-yl)-4-methoxyaniline ClC=1C(=NC=C(N1)OC)[C@@H](CCC=C)NC1=CC=C(C=C1)OC |r|